(S)-3-((4-(4-(1-(pent-3-yl)-1H-pyrazol-4-yl)pyrazolo[1,5-a]pyrazin-6-yl)-1H-pyrazol-1-yl)methyl)morpholine CCC(CC)N1N=CC(=C1)C=1C=2N(C=C(N1)C=1C=NN(C1)C[C@@H]1NCCOC1)N=CC2